tert-Butyl 4-(4-(9-chloro-2-oxobenzo[h][1,6]naphthyridin-1(2H)-yl)-2-(trifluoromethyl)phenyl)piperazine-1-carboxylate ClC1=CC=2C(=NC=C3C=CC(N(C23)C2=CC(=C(C=C2)N2CCN(CC2)C(=O)OC(C)(C)C)C(F)(F)F)=O)C=C1